(phenyl)(dibenzothiophenyl)(diphenylfluorenyl)amine C1(=CC=CC=C1)N(C1=C(C(=CC=2C3=CC=CC=C3CC12)C1=CC=CC=C1)C1=CC=CC=C1)C1=CC=CC=2SC3=C(C21)C=CC=C3